(R)-1-(2-(4-chlorophenyl)-2-hydroxyethyl)-3-hydroxy-2-methylpyridin ClC1=CC=C(C=C1)C(CN1[C@@H](C(=CC=C1)O)C)O